[P].[Fe] iron phosphorus